S1C2=C(C=C1C=1C=NC(=NC1)N1CCOCC1)C=CC=C2 4-(5-(benzo[b]thiophen-2-yl)pyrimidin-2-yl)morpholine